C(C)C1=C(C=2C(C3=CC=CC=C3SC2C=C1)=O)CC diEthyl-thioxanthone